BrC=1C=C2CNCC2=CC1C(F)(F)F 5-bromo-6-(trifluoromethyl)isoindoline